(S)-N-(7-amino-2-oxo-1-(2,3,6-trifluorophenoxy)hept-3-yl)isonicotinamide methyl-3-(3-((tert-butoxycarbonyl)amino)-propyl)-2-picolinate COC(C1=NC=CC=C1CCCNC(=O)OC(C)(C)C)=O.NCCCC[C@@H](C(COC1=C(C(=CC=C1F)F)F)=O)NC(C1=CC=NC=C1)=O